CC=1C=C(C=C(C1OC=1C=C2C3(C(NC2=CC1)=O)CC3)C)N3N=C(C(NC3=O)=O)C#N 2-(3,5-dimethyl-4-((2'-oxospiro[cyclopropane-1,3'-indoline]-5'-yl)oxy)phenyl)-3,5-dioxo-2,3,4,5-tetrahydro-1,2,4-triazine-6-carbonitrile